ClCC(=O)NC(C)C1(CCN(CC1)C(=O)OC(C)(C)C)O tert-butyl 4-(1-(2-chloroacetamido)ethyl)-4-hydroxypiperidine-1-carboxylate